CS(=O)(=O)O[C@@H]1CC[C@H](CC1)OC1=NC=CC=N1 trans-4-(pyrimidin-2-yloxy)cyclohexyl methanesulfonate